OCC#CC(=O)N1CC(C1)C(=O)N1CCC(CC1)N1N=CC(=C1)C=1C=C(C=2N(C1)N=CC2C#N)OC 6-(1-(1-(1-(4-hydroxybut-2-ynoyl)azetidine-3-carbonyl)piperidin-4-yl)-1H-pyrazol-4-yl)-4-methoxypyrazolo[1,5-a]pyridine-3-carbonitrile